N,N-Dimethyl-4-{5-[(7S)-7-{3-oxa-6-azabicyclo[3.1.1]heptan-6-yl}-6,7,8,9-tetrahydro-5H-benzo[7]annulen-2-yl]-2H-pyrazolo[3,4-b]pyridin-3-yl}benzamide CN(C(C1=CC=C(C=C1)C=1NN=C2N=CC(=CC21)C=2C=CC1=C(CC[C@H](CC1)N1C3COCC1C3)C2)=O)C